COC=1C=C(C=O)C=CC1OCCCN1CCCCC1 3-methoxy-4-[3-(piperidin-1-yl)propoxy]benzaldehyde